7-Bromospiro[chromane-3,1'-cyclobutane] BrC1=CC=C2CC3(CCC3)COC2=C1